(R)-(3,3-difluoro-1-(4-(7-((3-fluoro-5-(methylsulfonyl)benzamido)methyl)-1,6-naphthyridin-2-yl)pyrimidin-2-yl)piperidin-4-yl)carbamate FC1(CN(CC[C@H]1NC([O-])=O)C1=NC=CC(=N1)C1=NC2=CC(=NC=C2C=C1)CNC(C1=CC(=CC(=C1)S(=O)(=O)C)F)=O)F